1-(2-morpholinylethyl)-2-oxo-6-(pyrimidin-2-yl)-N-(spiro[3.3]hept-2-yl)-1,2-dihydro-1,8-naphthyridine-3-carboxamide N1(CCOCC1)CCN1C(C(=CC2=CC(=CN=C12)C1=NC=CC=N1)C(=O)NC1CC2(C1)CCC2)=O